(2S)-2-triisopropylsilyloxypropionic acid methyl ester COC([C@H](C)O[Si](C(C)C)(C(C)C)C(C)C)=O